2-((2S,3S)-3-benzyl-1,4-dioxaspiro[4.4]nonane-2-yl)ethyl pivalate C(C(C)(C)C)(=O)OCC[C@@H]1OC2(O[C@H]1CC1=CC=CC=C1)CCCC2